N2-(((9H-fluoren-9-yl)methoxy)carbonyl)-N6-(4-(tertbutoxycarbonyl)thiomorpholine-3-carbonyl)-L-lysine C1=CC=CC=2C3=CC=CC=C3C(C12)COC(=O)N[C@@H](CCCCNC(=O)C1N(CCSC1)C(=O)OC(C)(C)C)C(=O)O